methyl 2-(1-allyl-6-bromo-1H-pyrrolo[2,3-b]pyridin-2-yl)-7-methoxy-1-methyl-1H-benzo[d]imidazole-5-carboxylate C(C=C)N1C(=CC=2C1=NC(=CC2)Br)C2=NC1=C(N2C)C(=CC(=C1)C(=O)OC)OC